3-(4-Methoxyphenyl)-5-(piperazin-1-yl)-1,2,4-oxadiazole COC1=CC=C(C=C1)C1=NOC(=N1)N1CCNCC1